C(CCC)[NH+](CCCC)CCCC tri(butyl)ammonium